Cl.N[C@H](C)C(=O)N1CCN(CC1)C(=O)NC1=NC(N(C=C1)C1=CC=C(C=C1)CN(CC)[C@@H]1CC[C@H](CC1)N)=O 4-(D-Alanyl)-N-(1-(4-(((trans-4-aminocyclohexyl)(ethyl)amino)methyl)phenyl)-2-oxo-1,2-dihydropyrimidin-4-yl)piperazine-1-carboxamide hydrochloride salt